4-(methylamino)-2-oxo-1-phenyl-7-((2,2,2-trifluoroethyl)amino)-1,2-dihydro-1,8-naphthyridine CNC1=CC(N(C2=NC(=CC=C12)NCC(F)(F)F)C1=CC=CC=C1)=O